N-[[1-[(2-fluorophenyl)methyl]-4-piperidinyl]methyl]-2-[(2S,4R)-4-hydroxy-1-[2-(3-methoxyisoxazol-5-yl)-3-methyl-butyryl]pyrrolidin-2-yl]-N-methyl-1H-imidazole-4-carboxamide FC1=C(C=CC=C1)CN1CCC(CC1)CN(C(=O)C=1N=C(NC1)[C@H]1N(C[C@@H](C1)O)C(C(C(C)C)C1=CC(=NO1)OC)=O)C